Cl.C1(CCC2=CC=CC=C12)N 2,3-dihydro-1H-inden-1-amine hydrogen chloride